3-fluoro-pent-1-yn FC(C#C)CC